5-bromo-1-ethyl-4-methylpyridin-2(1H)-one BrC=1C(=CC(N(C1)CC)=O)C